(S)-N-(5-(5-methyl-3-(pyrrolidin-3-yloxy)isoxazol-4-yl)pyrazolo[1,5-a]pyridin-2-yl)cyclopropanecarboxamide CC1=C(C(=NO1)O[C@@H]1CNCC1)C1=CC=2N(C=C1)N=C(C2)NC(=O)C2CC2